C(N)(=O)C1=CC=C(C(=N1)C)COC1=CC=CC(=N1)C1=CC(=C(C=C1F)CC=1N(C2=C(N1)C(=CC(=C2)C(=O)O)OC)C[C@H]2OCC2)F 2-[[4-[6-[(6-carbamoyl-2-methyl-3-pyridyl)methoxy]-2-pyridyl]-2,5-difluoro-phenyl]methyl]-7-methoxy-3-[[(2S)-oxetan-2-yl]methyl]benzimidazole-5-carboxylic acid